ClC1=NC=CC(=C1Cl)[S-].[K+] potassium 2,3-dichloropyridin-4-thiolate